5-Bromo-4-(2-ethoxy-2-oxoethyl)pyridin-3-ylpivalate BrC=1C(=C(C=NC1)CC(C(=O)[O-])(C)C)CC(=O)OCC